methyl 5-(oxan-4-yl)-4-oxo-1-{[2-(trimethylsilyl)ethoxy]methyl}-1H,4H,5H-pyrazolo[4,3-c]pyridine-7-carboxylate O1CCC(CC1)N1C(C2=C(C(=C1)C(=O)OC)N(N=C2)COCC[Si](C)(C)C)=O